5-(3-cyclopropyl-1-((R)-1,1-dimethylethylsulfinamido)-1-(pyridin-4-yl)propyl)-2-hydroxypyrrolidine-1,2-dicarboxamide C1(CC1)CCC(C1=CC=NC=C1)(N[S@](=O)C(C)(C)C)C1CCC(N1C(=O)N)(C(=O)N)O